3,5-difluoro-4-iodo-pyridine FC=1C=NC=C(C1I)F